1-(19-carboxy-nonadecyloxy)β-D-glucuronic acid C(=O)(O)CCCCCCCCCCCCCCCCCCCO[C@]1(O)[C@H](O)[C@@H](O)[C@H](O)[C@H](O1)C(=O)O